C(#N)CC1NCCC2=CC=C(C=C12)NC1=NC=C(C(=N1)C=1C=NN(C1)C(C)C)C cyanomethyl-N-(4-(1-isopropyl-1H-pyrazol-4-yl)5-methylpyrimidin-2-yl)-1,2,3,4-tetrahydroisoquinolin-7-amine